C1(CCC1)NC1=NN2C(C=N1)=C(C=C2)C=2C=CC=1N(C2)C=CN1 N-cyclobutyl-5-(imidazo[1,2-a]pyridin-6-yl)pyrrolo[2,1-f][1,2,4]triazin-2-amine